2-[8-(2-chlorophenyl)-7-(4-chlorophenyl)-2,6-dioxo-3H-purin-1-yl]acetamide ClC1=C(C=CC=C1)C1=NC=2NC(N(C(C2N1C1=CC=C(C=C1)Cl)=O)CC(=O)N)=O